3-bromo-5-(3-fluorophenoxy)-1-(propan-2-yl)-1H-1,2,4-triazole BrC1=NN(C(=N1)OC1=CC(=CC=C1)F)C(C)C